2-Azaspiro[4.4]nonane-4-carboxylic acid ethyl ester C(C)OC(=O)C1CNCC12CCCC2